tert-butyl 3-((8-bromo-4-((4-(pyridin-2-yl)benzyl)amino)pyrazolo[1,5-a][1,3,5]triazin-2-yl)amino)piperidine-1-carboxylate BrC=1C=NN2C1N=C(N=C2NCC2=CC=C(C=C2)C2=NC=CC=C2)NC2CN(CCC2)C(=O)OC(C)(C)C